COC(NC=1SC(=C(N1)C)S(=O)(=O)N1CCN(CC1)C[C@H](C)NC1=NC(=NC2=C(C=CC=C12)C(F)(F)F)C1CC1)=O.C(C)OC(CC[Si](OC)(OC)OC)(OCC)OCC triethoxypropyl-trimethoxysilane methyl-N-[5-({4-[(2S)-2-{[2-cyclopropyl-8-(trifluoromethyl)quinazolin-4-yl]amino}propyl]piperazin-1-yl}sulfonyl)-4-methyl-1,3-thiazol-2-yl]carbamate